2-((2-hydroxyphenyl)amino)-5,5-dimethyl-4,5-dihydrothiazol-3-ium-4-carboxylate OC1=C(C=CC=C1)NC=1SC(C([NH+]1)C(=O)[O-])(C)C